Racemic-N,N-diethyl-1-(methylsulfinyl)methanamide C(C)N(C(=O)[S@](=O)C)CC |r|